COC1OC(C2=NC(=CC=C21)NC2=NC=C(C(=N2)N[C@H](CO)C2=CC=CC=C2)C2=NC(=NO2)C=2C=NC=CC2)(C)C (2S)-2-((2-((5-methoxy-7,7-dimethyl-5,7-dihydrofuro[3,4-b]pyridin-2-yl)amino)-5-(3-(pyridin-3-yl)-1,2,4-oxadiazol-5-yl)pyrimidin-4-yl)amino)-2-phenylethan-1-ol